C(CC)N1CCC[C@@H]2CC3=C(C[C@@H]12)C=CC(=C3O[C@@H]3O[C@@H]([C@H]([C@@H]([C@H]3OC(C)=O)OC(C)=O)OC(C)=O)C(=O)OC)O[C@@H]3O[C@@H]([C@H]([C@@H]([C@H]3OC(C)=O)OC(C)=O)OC(C)=O)C(=O)OC (1S,4aR,10aR)-1-Propyl-6,7-bis(((2S,3R,4S,5S,6S)-3,4,5-triacetoxy-6-(methoxycarbonyl)tetrahydro-2H-pyran-2-yl)oxy)-1,2,3,4,4a,5,10,10a-octahydrobenzo[g]quinoline